benzyl nicotinate C(C1=CN=CC=C1)(=O)OCC1=CC=CC=C1